COC1=CC2=C(NC=N2)C=C1OC 5,6-dimethoxy-1H-1,3-benzodiazole